3-(3-(naphthalene-2-yl)pyridine-4-yl)acrylamide C1=C(C=CC2=CC=CC=C12)C=1C=NC=CC1C=CC(=O)N